5-(6-methoxypyrimidin-4-yl)-2-{6-[(2,2,6,6-tetramethylpiperidin-4-yl)oxy]pyridazin-3-yl}pyridin-3-ol dihydrochloride Cl.Cl.COC1=CC(=NC=N1)C=1C=C(C(=NC1)C=1N=NC(=CC1)OC1CC(NC(C1)(C)C)(C)C)O